8-fluoro-7-(1'-isopropyl-[1,4'-bipiperidin]-4-yl)-2-(4-(methylsulfonyl)phenyl)imidazo[1,2-a]pyridine FC=1C=2N(C=CC1C1CCN(CC1)C1CCN(CC1)C(C)C)C=C(N2)C2=CC=C(C=C2)S(=O)(=O)C